2-Methoxy-4-(3-nitrophenyl)-6-phenylpyridine-3-carbonitrile COC1=NC(=CC(=C1C#N)C1=CC(=CC=C1)[N+](=O)[O-])C1=CC=CC=C1